Tert-butyl (4-(2-butyl-1H-imidazo[4,5-d]thieno[3,2-b]pyridin-1-yl)butyl)carbamate C(CCC)C1=NC=2C(=C3C(=NC2)C=CS3)N1CCCCNC(OC(C)(C)C)=O